(2-acetamidobenzothiazol-6-yl)-2-methoxy-N-(1-(2-(trifluoromethoxy)phenyl)ethyl)nicotinamide C(C)(=O)NC=1SC2=C(N1)C=CC(=C2)C2=NC(=C(C(=O)NC(C)C1=C(C=CC=C1)OC(F)(F)F)C=C2)OC